ClC=1C(=NC=CC1C=1C2=C(N(N1)C(=O)N1CCN3CCC1CC3)CCC2)OC [3-(3-chloro-2-methoxy-4-pyridyl)-5,6-dihydro-4H-cyclopenta[c]pyrazol-1-yl]-(1,4-diazabicyclo[3.2.2]nonan-4-yl)methanone